1,5-bis[4-(9H-carbazol-9-yl)phenyl]anthracene C1=CC=CC=2C3=CC=CC=C3N(C12)C1=CC=C(C=C1)C1=CC=CC2=CC3=C(C=CC=C3C=C12)C1=CC=C(C=C1)N1C2=CC=CC=C2C=2C=CC=CC12